CC1=CC=C(OC2=CC=C(C=C2)N2N=C3C(NCC[C@@H]3N3CCN(CC3)C(C=C)=O)=C2C(=O)N)C=C1 (7S)-2-[4-(4-methylphenoxy)phenyl]-7-[4-(prop-2-enoyl)piperazin-1-yl]-4,5,6,7-tetrahydro-2H-pyrazolo[4,3-b]pyridine-3-carboxamide